BrCC(=O)C1=CC(=C(C=C1)Br)C(F)F 2-Bromo-1-[4-bromo-3-(difluoromethyl)phenyl]ethan-1-one